C(C=C)O[Si](C=C)(OCC=C)OCC=C tris(allyloxy)(vinyl)silane